CC1=C(C(=CC(=C1)C)C)N1C(N(C=C1)C1=C(C=C(C=C1C)C)C)=[Cu-] [1,3-bis(2,4,6-trimethylphenyl)imidazol-2-ylidene]copper (I)